CC1=NN(C=C1NC1=NC=C(C(=N1)[Sn](C)(C)C)C(F)(F)F)C1CCN(CC1)C(=O)OC(C)(C)C tert-butyl 4-(3-methyl-4-((5-(trifluoromethyl)-4-(trimethylstannyl)pyrimidin-2-yl)amino)-1H-pyrazol-1-yl)piperidine-1-carboxylate